C(C1=CC=CC=C1)N1C(=NC2=C1C=CC=C2C(=O)N)C=2C=C(C=CC2)C 1-benzyl-2-(m-tolyl)-1H-benzo[d]imidazole-4-carboxamide